4-(aminomethyl)-2-fluorobenzamidine dihydrochloride Cl.Cl.NCC1=CC(=C(C(=N)N)C=C1)F